5-nitro-2-pyridylsulfonamide sodium salt [Na].[N+](=O)([O-])C=1C=CC(=NC1)S(=O)(=O)N